N-(2-Chlorophenyl)-6-(2-methoxyphenyl)imidazo[1,2-a]pyridine-3-carboxamide ClC1=C(C=CC=C1)NC(=O)C1=CN=C2N1C=C(C=C2)C2=C(C=CC=C2)OC